FC(CN1N=CC=2C1=NC(=CN2)N2CC1(CC2)CCN(CC1)C1=NC=CC(=C1)C(F)F)F 2-[1-(2,2-difluoroethyl)-1H-pyrazolo[3,4-b]pyrazin-6-yl]-8-[4-(difluoromethyl)pyridin-2-yl]-2,8-diazaspiro[4.5]decane